2,5,8,11,14,17,20,23-octaoxahexacosan-26-oate COCCOCCOCCOCCOCCOCCOCCOCCC(=O)[O-]